C(C1=CC=CC=C1)N(S(=O)(=O)C)C#CC1=CC=CC=C1 N-benzyl-N-(phenylethynyl)methanesulfonamide